OC1=C(C=C(C=C1O)C1OC2=CC(=CC=C2CC1O)O)[O-] 2,3-dihydroxy-5-(3,7-dihydroxy-3,4-dihydro-2H-chromen-2-yl)phenolate